8-chloro-7-(3-cyclopropylphenoxy)imidazo[1,2-b]pyridazine ClC=1C=2N(N=CC1OC1=CC(=CC=C1)C1CC1)C=CN2